(S)-1'-(3-((2-amino-3-chloropyridin-4-yl)thio)-1H-pyrazolo[3,4-b]pyrazin-6-yl)-1,3-dihydrospiro[inden-2,4'-piperidin]-1-amine NC1=NC=CC(=C1Cl)SC1=NNC2=NC(=CN=C21)N2CCC1(CC2)[C@@H](C2=CC=CC=C2C1)N